C1(CC1)C=1C(=CC(=C(CN2CCC3(CC(N(C3)C3=CC=C(C=C3)S(=O)(=O)O)=O)CC2)C1)OCC)C(=O)OC 4-(8-(5-cyclopropyl-2-ethoxy-4-(methoxycarbonyl)benzyl)-3-oxo-2,8-diazaspiro[4.5]decan-2-yl)benzenesulphonic acid